5-(imidazo[1,2-a]pyrimidin-6-yl)-N-(cis-3-(2-methoxyethoxy)cyclobutyl)pyrrolo[2,1-f][1,2,4]triazin-2-amine N=1C=CN2C1N=CC(=C2)C=2C=CN1N=C(N=CC12)N[C@@H]1C[C@@H](C1)OCCOC